tert-butyl 4-chloro-7-((6-((dimethylamino) methyl)-5-(tetrahydrofuran-3-yl) pyridin-2-yl) amino)-1-oxoisoindoline-2-carboxylate ClC1=C2CN(C(C2=C(C=C1)NC1=NC(=C(C=C1)C1COCC1)CN(C)C)=O)C(=O)OC(C)(C)C